C(CCCCCCCC)OC(CCCCC\C=C/CC\C=C/CCCC)OCCCCCCCCC (5Z,9Z)-16,16-dinonyloxy-5,9-hexadecadiene